N-(3,5-dichloro-4-fluoro-phenyl)-1-[4-(difluoromethoxy)phenyl]-N,3-dimethyl-5-oxo-4H-pyrazole-4-carboxamide ClC=1C=C(C=C(C1F)Cl)N(C(=O)C1C(=NN(C1=O)C1=CC=C(C=C1)OC(F)F)C)C